(7-cyano-5-isopropoxy-1H-indol-2-yl)-5-methylthiazole-4-carboxylic acid C(#N)C=1C=C(C=C2C=C(NC12)C=1SC(=C(N1)C(=O)O)C)OC(C)C